C(C)(C)(CC)C1=CC=C(OC(C)O)C=C1 (p-tert-pentylphenoxy)ethanol